N1N=CC2=C(C=CC=C12)CN1N=CC2=C(N(C=3C=C(C=CC23)CC2=NC(=CC=C2)N)C)C1=O 3-((1H-indazol-4-yl)methyl)-7-((6-aminopyridin-2-yl)methyl)-5-methyl-3,5-dihydro-4H-pyridazino[4,5-b]indol-4-one